CN1CC(CCC1=O)C(=O)NCC1=CC=C(C=C1)NC1=CC=C(C=C1)N1CCC(CC1)C(F)(F)F 1-Methyl-6-oxo-N-(4-((4-(4-(trifluoromethyl)piperidin-1-yl)phenyl)amino)benzyl)piperidine-3-carboxamide